(S)-5-oxo-4-((S)-2-(2-oxo-2-(pyrimidin-2-ylamino)acetamido)propanamido)-6-(2,3,5,6-tetrafluorophenoxy)hexanoic acid O=C([C@H](CCC(=O)O)NC([C@H](C)NC(C(NC1=NC=CC=N1)=O)=O)=O)COC1=C(C(=CC(=C1F)F)F)F